5,8-diazadodecan-11-yl 2-Methylbutyrate CC(C(=O)OC(CCNCCNCCCC)C)CC